CC(C[C@@H](C(=O)NC1=CC=C(C=C1)N1CCOCC1)NC(=O)C1=CC2=C(OCO2)C=C1)C (S)-N-(4-methyl-1-(4-morpholinophenylamino)-1-oxopent-2-yl)benzo[d][1,3]dioxole-5-carboxamide